Cl.C1(CC1)C(=O)NC1=CC(=C(N=N1)C(=O)NC([2H])([2H])[2H])NC1=C(C(=CC=C1)C1=NOC(=N1)CNC)OC 6-(Cyclopropanecarboxamido)-4-[2-methoxy-3-[5-(methylaminomethyl)-1,2,4-oxadiazol-3-yl]anilino]-N-(Trideuteromethyl)pyridazine-3-carboxamide hydrochloride